(R)-N'-((5-fluoro-6-isopropyl-2,3-dihydro-1H-inden-4-yl)carbamoyl)-6,7-dihydro-5H-pyrazolo[5,1-b][1,3]oxazine-3-sulfonimidamide FC=1C(=C2CCCC2=CC1C(C)C)NC(=O)N=[S@](=O)(N)C=1C=NN2C1OCCC2